4-(4-trifluoromethylphenyl)methylene-2,6-di-tert-butyl-2,5-cyclohexadiene-1-one FC(C1=CC=C(C=C1)C=C1C=C(C(C(=C1)C(C)(C)C)=O)C(C)(C)C)(F)F